Cl.Cl.CC=1C=C(C=CC1N)C1=CC=C(N)C=C1 3-Methyl-benzidine dihydrochloride